2,2-dimethyl-3-methylene-bicyclo[2.2.1]heptane CC1(C2CCC(C1=C)C2)C